[Si](C)(C)(C(C)(C)C)O[C@@H]1C[C@@H](COC1)COC=1C(=CC(=NC1)C)C1=CC=2N(C=C1)N=C(C2)NC2=NC(=NC(=C2)C)C 5-(5-(((3S,5R)-5-((tert-butyldimethylsilyl)oxy)tetrahydro-2H-pyran-3-yl)methoxy)-2-methylpyridin-4-yl)-N-(2,6-dimethylpyrimidin-4-yl)pyrazolo[1,5-a]pyridin-2-amine